CN(CCCCCN(CCC(=O)OCCC=1N=NN(C1)CCCCCCCCCCC)CCC(=O)OCCC=1N=NN(C1)CCCCCCCCCCC)C bis(2-(1-undecyl-1H-1,2,3-triazol-4-yl)ethyl) 3,3'-((5-(dimethylamino)pentyl)azanediyl)dipropionate